Cl.F\C(=C/CN)\CN1C(=NC2=C1C=CC=C2C2=CC(=CC=C2)S(=O)(=O)C)C(C)C (Z)-3-fluoro-4-(2-isopropyl-4-(3-(methylsulfonyl)phenyl)-1H-benzo[d]imidazol-1-yl)but-2-en-1-amine hydrochloride